N-(6-((1H-pyrazol-1-yl)methyl)-4-methoxybenzo[d]isoxazol-3-yl)-2,4-dimethoxypyridine-3-sulfonamide N1(N=CC=C1)CC1=CC2=C(C(=NO2)NS(=O)(=O)C=2C(=NC=CC2OC)OC)C(=C1)OC